tert-butyl N-[3-[4-[3-(3-methoxy-4-nitro-pyrazol-1-yl)propyl]piperazin-1-yl]propyl]carbamate COC1=NN(C=C1[N+](=O)[O-])CCCN1CCN(CC1)CCCNC(OC(C)(C)C)=O